6-[(7S)-3-[3-[5-(3-Methylpyridin-2-yl)pyrimidin-2-yl]-1H-pyrrolo[2,3-b]pyridin-5-yl]-6,7,8,9-tetrahydro-5H-benzo[7]annulen-7-yl]-3-oxa-6-azabicyclo[3.1.1]heptane CC=1C(=NC=CC1)C=1C=NC(=NC1)C1=CNC2=NC=C(C=C21)C2=CC1=C(CC[C@@H](CC1)N1C3COCC1C3)C=C2